BrC=1C=C2C(=NN(C2=CC1)C1OCCCC1)F 5-bromo-3-fluoro-1-(tetrahydro-2H-pyran-2-yl)-1H-indazole